BrC=1N=C(N(C1[N+](=O)[O-])C)C 4-bromo-1,2-dimethyl-5-nitro-1H-imidazole